2-(6-oxa-3-azabicyclo[3.1.1]heptan-3-yl)-N-(2-(trifluoromethyl)benzyl)pyrido[2,3-d]pyrimidin-4-amine C12CN(CC(O1)C2)C=2N=C(C1=C(N2)N=CC=C1)NCC1=C(C=CC=C1)C(F)(F)F